N1C=C(C2=CC=CC=C12)OB(O)O (1H-indole-3-yl)boric acid